1-(3-cyclopropyl-2-nitrophenyl)-4-isopropylpiperazine C1(CC1)C=1C(=C(C=CC1)N1CCN(CC1)C(C)C)[N+](=O)[O-]